C1C(\C=C\CC)C(=O)OC1=O trans-3-hexene-1,2-dicarboxylic acid anhydride